CC(C(C)C)NC(CSC=1OC(=C(N1)C1=CC=CC=C1)C1=CC=CC=C1)=O N-(1,2-dimethylpropyl)-2-(4,5-diphenyloxazol-2-yl)sulfanyl-acetamide